C(C)(C)N[C@@H](C(C)(C)S)C(=O)O isopropyl-penicillamine